N-[5-(2,2-difluoroethyl)-4,6-dimethoxy-pyrimidin-2-yl]-6-(difluoromethyl)-7-fluoro-1H-indole-3-sulfonamide FC(CC=1C(=NC(=NC1OC)NS(=O)(=O)C1=CNC2=C(C(=CC=C12)C(F)F)F)OC)F